[Cl-].C[N+](C)(C1CCCCC1)CC N,N-dimethyl-ethyl-cyclohexyl-ammonium chloride